ClC=1C(=NC=CN1)C1=CC(=C(C(=O)N([C@H]2CNCCC2)C2=NC=CC3=CC=CC(=C23)C)C=C1)F (R)-4-(3-chloropyrazin-2-yl)-2-fluoro-N-(8-methylisoquinolin-1-yl)-N-(piperidin-3-yl)benzamide